CO\C=C/C(C)=O (Z)-4-methoxybut-3-en-2-one